F[P-](F)(F)(F)(F)F.N1(N=NC2=C1C=CC=C2)OC(=[N+](C)C)N(C)C (1H-benzotriazol-1-yl)-1,1,3,3-tetramethyluronium hexafluorophosphate